C[C@H]1N(C[C@@H](N(C1)C(C(=O)NC=1C2=C(C=NC1)C=NN2)=O)C2=CC(=CC=C2)N2CCN(CC2)C)C(C(C)(C)C)=O ((2S,5R)-5-methyl-2-(3-(4-methylpiperazin-1-yl)phenyl)-4-pivaloylpiperazin-1-yl)-2-oxo-N-(1H-pyrazolo[4,3-c]pyridin-7-yl)acetamide